S(=O)(=O)(O)C(C(=O)OCC(C)(C)C)CC(=O)OCC(C)(C)C.[K] potassium di-neopentyl sulfosuccinate